BrC1=CC=C2C(=NC(=NN21)Cl)N(C)C2CCCC2 7-bromo-2-chloro-N-cyclopentyl-N-methylpyrrolo[2,1-f][1,2,4]triazin-4-amine